(4-chlorophenyl)-1,3,4-thiadiazole ClC1=CC=C(C=C1)C=1SC=NN1